[F-].C(CCCCCCCC)[NH+]1CCC(CC1)CCC 1-Nonyl-4-propylpiperidinium fluorid